N[C@H](C(=O)N[C@H](CNC(C1=C(C=C(C=C1)NC=1C=2N(C=CN1)C(=CN2)C2=C(C(=C(C=C2)OC)F)F)CC)=O)C)CCCNC(=N)N N-[(2S)-2-[[(2S)-2-amino-5-guanidino-pentanoyl]amino]propyl]-4-[[3-(2,3-difluoro-4-methoxy-phenyl)imidazo[1,2-a]pyrazin-8-yl]amino]-2-ethyl-benzamide